2,6-Diamino-4-methylphenol NC1=C(C(=CC(=C1)C)N)O